7-Chloro-2-(2-hydroxyethyl)-3-(phenylamino)-3-(trifluoromethyl)-3,4-dihydroisoquinolin-1(2H)-one ClC1=CC=C2CC(N(C(C2=C1)=O)CCO)(C(F)(F)F)NC1=CC=CC=C1